NCCC(=O)OCC=1SC(=NN1)C=1N=NC(=CC1)N1CCC(CC1)OC1=C(C=CC(=C1)F)Cl (5-(6-(4-(2-chloro-5-fluorophenoxy)piperidin-1-yl)pyridazin-3-yl)-1,3,4-thiadiazol-2-yl)methyl 3-aminopropanoate